Thiocyanate Isocyanat [N-]=C=O.[S-]C#N